2'-(ethoxymethyl)-N-(Phenylcarbamoyl)-[1,1'-biphenyl]-2-sulfonamide C(C)OCC1=C(C=CC=C1)C=1C(=CC=CC1)S(=O)(=O)NC(NC1=CC=CC=C1)=O